O1NCOC=C1 2,3-dihydro-1,4,2-dioxazine